C(C(CCCCCCCCCCCCCCCC)O)O octadecane-1,2-diol